5-fluoro-2-(piperazin-1-yl)-4-(5-(trifluoromethyl)-1H-pyrazol-1-yl)pyrimidine FC=1C(=NC(=NC1)N1CCNCC1)N1N=CC=C1C(F)(F)F